3-chloro-5-fluoro-4-((trimethylsilyl)ethynyl)phenol ClC=1C=C(C=C(C1C#C[Si](C)(C)C)F)O